C1(CC1)C1=C(C=CC(=C1)OC)C=1N(C(C2=C(N1)SC1=C2C=CC=C1OC)=O)CC1=CN=CO1 2-(2-cyclopropyl-4-methoxyphenyl)-8-methoxy-3-(oxazol-5-ylmethyl)benzo[4,5]thieno[2,3-d]pyrimidin-4(3H)-one